(E)-1-(4-Hydroxyphenyl)-3-[3-methoxy-4-[[5-(phenoxymethyl)-1,3,4-oxadiazol-2-yl]methoxy]phenyl]prop-2-en-1-one OC1=CC=C(C=C1)C(\C=C\C1=CC(=C(C=C1)OCC=1OC(=NN1)COC1=CC=CC=C1)OC)=O